C(C)(C)C1=C(C(=CC(=C1)C(C)C)C(C)C)S(=O)(=O)N1N=CN=C1 1-(2,4,6-triisopropylphenylsulfonyl)-1,2,4-triazole